FC1=C(C(=C(C(=C1P1(=NP=NP=N1)O[SiH3])F)F)F)F pentafluorophenyl-siloxycyclotriphosphazene